OC1=C(N)C=CC(=C1)CC 2-hydroxy-4-ethyl-aniline